COC1=CC=C(NC2=NC=CC(=N2)N2C=C(C3=CC=CC=C23)C(=O)N)C=C1 1-[2-(4-methoxy-anilino)-pyrimidin-4-yl]-1H-indole-3-carboxamide